(S)-2-((2-oxo-3-(4-(3-oxo-morpholino)phenyl)oxazolidin-5-yl)methyl)isoindole-1,3-dione O=C1O[C@H](CN1C1=CC=C(C=C1)N1C(COCC1)=O)CN1C(C2=CC=CC=C2C1=O)=O